N1-(2-(8-azaspiro[4.5]decan-8-yl)phenyl)-N4,N4-dimethylbenzene-1,4-disulfonamide C1CCCC12CCN(CC2)C2=C(C=CC=C2)NS(=O)(=O)C2=CC=C(C=C2)S(=O)(=O)N(C)C